tert-Butyl 4-(7-bromoquinolin-2-yl)piperidine-1-carboxylate BrC1=CC=C2C=CC(=NC2=C1)C1CCN(CC1)C(=O)OC(C)(C)C